((S)-3-methylmorpholino)((1R,4S)-4-(4-((R)-3-((2,5,7-trimethyl-[1,2,4]triazolo[1,5-a]pyrimidin-6-yl)oxy)pyrrolidin-1-yl)phenyl)cyclohexyl)methanone Nickel dimethylaminodithioformate CN(C)C(=S)[S-].[Ni+2].C[C@H]1COCCN1C(=O)C1CCC(CC1)C1=CC=C(C=C1)N1C[C@@H](CC1)OC=1C(=NC=2N(C1C)N=C(N2)C)C.CN(C)C(=S)[S-]